CN1CCC(CC1)C1=NOC[C@H](O1)CN1CCCCC1 |r| rac-3-(1-methylpiperidin-4-yl)-5-(piperidin-1-ylmethyl)-5,6-dihydro-1,4,2-dioxazine